CCCCCCCCCCCCCCCCCC(=O)OC[C@H](COP(=O)([O-])OCC[NH3+])OC(=O)CCCCCCC/C=C\\CCCCCCCC The molecule is a phosphatidylethanolamine 36:1 zwitterion obtained by transfer of a proton from the amino to the phosphate group of 1-stearoyl-2-oleoyl-sn-glycero-3-phosphoethanolamine.